CCCC[P+](CCCC)(CCCC)CCCC.C(C(F)(F)[P-](C(C(F)(F)F)(F)F)(C(C(F)(F)F)(F)F)(F)(F)F)(F)(F)F Tetrabutylphosphonium tris(pentafluoroethyl)trifluorophosphate